FC(C1=NC=NC=C1)F 4-(difluoromethyl)pyrimidin